C1(=CC=CC=C1)C(CCC)NS(=O)(=O)C1=CC=C(C)C=C1 N-(1-phenylbutyl)p-toluenesulfonamide